N'-acetyl-4-amino-N-(2-fluoro-4-(3-methyl-3-(methylsulfonyl)but-1-yn-1-yl)benzyl)-N',1-dimethyl-1H-pyrazolo[4,3-c]quinoline-8-carbohydrazide C(C)(=O)N(N(C(=O)C1=CC=2C3=C(C(=NC2C=C1)N)C=NN3C)CC3=C(C=C(C=C3)C#CC(C)(S(=O)(=O)C)C)F)C